C(C1=CC=CC=C1)C1=COC=2C1=NC=C(C2)Cl 3-benzyl-6-chlorofuro[3,2-b]pyridine